(3-fluoro-5-(methylthio)phenyl)methanol FC=1C=C(C=C(C1)SC)CO